2-[(3R)-3-methylmorpholin-4-yl]-4-[(methylsulfanyl)methyl]-8-(1H-pyrazol-5-yl)-1,7-naphthyridine C[C@H]1N(CCOC1)C1=NC2=C(N=CC=C2C(=C1)CSC)C1=CC=NN1